α-D-Glucopyranosyl-(1→2)-α-D-glucopyranosyl-(1→4)-α-D-glucopyranosyl-(1→4)-α-D-glucopyranosyl-(1→4)-D-glucopyranose [C@H]1([C@H](O)[C@@H](O)[C@H](O)[C@H](O1)CO)O[C@H]1[C@H](O[C@@H]([C@H]([C@@H]1O)O)CO)O[C@H]1[C@@H]([C@H]([C@H](O[C@@H]1CO)O[C@H]1[C@@H]([C@H]([C@H](O[C@@H]1CO)O[C@H]1[C@@H]([C@H](C(O)O[C@@H]1CO)O)O)O)O)O)O